1-ethyl-N-{[3-(4-{[(3S,4R)-3-fluoro-1-methylpiperidin-4-yl]amino}-1-(2,2,2-trifluoroethyl)-1H-indol-2-yl)-1,2,4-oxadiazol-5-yl]methyl}-1H-pyrrole-3-carboxamide C(C)N1C=C(C=C1)C(=O)NCC1=NC(=NO1)C=1N(C2=CC=CC(=C2C1)N[C@H]1[C@H](CN(CC1)C)F)CC(F)(F)F